methylammonium iodide bromide [Br-].[I-].C[NH3+].C[NH3+]